C(C)(C)(C)OOC(C)(C)C1=C(C=CC=C1)C(C)(C)OOC(C)(C)C di[(t-butylperoxy)isopropyl]benzene